ClC1=C(C=C2C=C(N=CC2=C1)NC(=O)[C@H]1[C@@H](CC1)C1=NC=CC=C1)N1CCN(CC1)[C@@]1(COC[C@@H]1O)C (1R,2R)-N-(7-chloro-6-(4-((3R,4R)-4-hydroxy-3-methyltetrahydrofuran-3-yl)piperazin-1-yl)isoquinolin-3-yl)-2-(pyridin-2-yl)cyclobutane-1-carboxamide